N-((2-(6-((4aR,7aS)-6,6-dioxidohexahydrothieno[3,4-b]pyrazin-1(2H)-yl)pyridin-2-yl)-1,6-naphthyridin-7-yl)methyl)-4-methyl-3-(methylsulfonyl)benzamide O=S1(C[C@H]2N(CCN[C@H]2C1)C1=CC=CC(=N1)C1=NC2=CC(=NC=C2C=C1)CNC(C1=CC(=C(C=C1)C)S(=O)(=O)C)=O)=O